CN1C=CC=2C1=NC=CC2C2=NC=C(C1=C2CNC1=O)NC1=NC(=CC=C1)N1CCN(CC1)C 4-(1-methyl-1H-pyrrolo[2,3-b]pyridin-4-yl)-7-((6-(4-methylpiperazin-1-yl)pyridin-2-yl)amino)-2,3-dihydro-1H-pyrrolo[3,4-c]pyridin-1-one